4-[[3-fluoro-2-methoxy-propyl]-[4-(5,6,7,8-tetrahydro-1,8-naphthyridin-2-yl)butyl]amino]-2-[[1-(7-fluoroquinazolin-4-yl)cyclopropanecarbonyl]amino]butanoic acid FCC(CN(CCC(C(=O)O)NC(=O)C1(CC1)C1=NC=NC2=CC(=CC=C12)F)CCCCC1=NC=2NCCCC2C=C1)OC